IC1=CC=C(C=C1)C1=CC=C(C=C1)I 4,4'-diiodo-1,1'-biphenyl